4'-(azidomethyl)[1,1'-biphenyl]-2-carboxamide N(=[N+]=[N-])CC1=CC=C(C=C1)C=1C(=CC=CC1)C(=O)N